aluminum di(hexadecanoate) C(CCCCCCCCCCCCCCC)(=O)[O-].C(CCCCCCCCCCCCCCC)(=O)[O-].[Al+2]